2-hydroxypropylcitrate OC(CC(C(=O)[O-])C(O)(C(=O)[O-])CC(=O)[O-])C